(S)-N-(3-(3-(diethylamino)pyrrolidin-1-yl)-1-(2-(1,1-difluoroethyl)-6-isopropylpyrimidin-4-yl)-1H-pyrazolo[4,3-c]pyridin-6-yl)acetamide C(C)N([C@@H]1CN(CC1)C1=NN(C2=C1C=NC(=C2)NC(C)=O)C2=NC(=NC(=C2)C(C)C)C(C)(F)F)CC